C(CC(=O)O)C(=O)C(=O)N The molecule is a 4-oxo monocarboxylic acid. It derives from a glutaramic acid. It is a conjugate acid of a 4-oxoglutaramate.